Diethyl β-ketoadipate O=C(CC(=O)OCC)CCC(=O)OCC